trans-N-(3-(5-amino-4-carbamoyl-3-(4-((5-fluoro-2-methoxybenzamido)methyl)phenyl)-1H-pyrazol-1-yl)cyclohexyl)-N-methyl-1H-1,2,4-triazole-1-carboxamide NC1=C(C(=NN1[C@@H]1C[C@H](CCC1)N(C(=O)N1N=CN=C1)C)C1=CC=C(C=C1)CNC(C1=C(C=CC(=C1)F)OC)=O)C(N)=O